CC=1C=C(C=CC1C)NC(=O)NC=1C(=NC=CC1)OC1=CC(=CC=C1)C(F)(F)F 1-(3,4-dimethylphenyl)-3-(2-(3-(trifluoromethyl)phenoxy)pyridin-3-yl)urea